CC1=NNC2=C1N=C(NC1=C2C=C(C=C1)N1CCOCC1)C1=C(C=C(C=C1F)F)F 4-[3-methyl-5-(2,4,6-trifluorophenyl)-1,6-dihydropyrazolo[4,3-d][1,3]benzodiazepin-9-yl]morpholine